ClC=1C(=C(C(=CC1)C(F)F)C=1C(=NC=CN1)C(=O)NC=1C=NN(C1)C(C)C=1C(=NC(=NC1)SC)C)F (3-chloro-6-(difluoromethyl)-2-fluorophenyl)-N-(1-(1-(4-methyl-2-(methylsulfanyl)-pyrimidin-5-yl)ethyl)-1H-pyrazol-4-yl)pyrazine-2-carboxamide